N-({4-[4-(trifluoromethyl)pyridine-2-sulfonyl]phenyl}methyl)-1H-pyrazolo[3,4-b]pyridine-5-carboxamide FC(C1=CC(=NC=C1)S(=O)(=O)C1=CC=C(C=C1)CNC(=O)C=1C=C2C(=NC1)NN=C2)(F)F